Cl.ClC=1C=C(C=CC1C(F)(F)F)C12CNCC2C1 1-(3-chloro-4-(trifluoromethyl)phenyl)-3-azabicyclo[3.1.0]hexane hydrochloride